C(C=C)S(=O)(=O)N prop-2-ene-1-sulfonamide